NC1=C(C(=NC=N1)OC=1C=C(C=CC1)NC(CCl)=O)C1=CC=C(C=C1)OCC1=CC=CC=C1 N-{3-[6-Amino-5-(4-benzyloxy-phenyl)-pyrimidin-4-yloxy]-phenyl}-2-chloro-acetamide